C(C)(C)(C)OC(=O)N1CC=2N(CC1)N=C(C2[N+](=O)[O-])Br bromo-3-nitro-6,7-dihydropyrazolo[1,5-a]pyrazine-5(4H)-carboxylic acid tert-butyl ester